4,4'-dimethyl-6,6'-di-tert.-butyl-2,2'-biphenyl CC1=CC(=CC(=C1)C(C)(C)C)C1=CC(=CC(=C1)C)C(C)(C)C